tert-Butyl (S)-(5-(2-hydroxyethoxy)pentan-2-yl)carbamate OCCOCCC[C@H](C)NC(OC(C)(C)C)=O